FC1=C(C=CC(=C1)F)[C@@](CN1N=CN=C1)([C@@H](C)SSC(CC1=CC=NC=C1)C)O (2R,3R)-2-(2,4-difluorophenyl)-3-((1-(pyridin-4-yl)propan-2-yl)disulfaneyl)-1-(1H-1,2,4-triazol-1-yl)butan-2-ol